P(OC(C1=C(C(=C(C=C1)C)C)C)=O)([O-])=O trimethylbenzoyl phosphonate